1-(4-aminophenyl)-N-methyl-methanesulfonamide NC1=CC=C(C=C1)CS(=O)(=O)NC